CC(CCCCCN)(N)C dimethyl-1,6-hexanediamine